CNCCCN(C)C trimethyl-1,3-propylenediamine